ethyl 4-hydroxy-1,5-dimethyl-2-oxo-5-(4-(trifluoromethyl) phenyl)-1,2,5,6-tetrahydropyridine-3-carboxylate OC1=C(C(N(CC1(C1=CC=C(C=C1)C(F)(F)F)C)C)=O)C(=O)OCC